2-(2-((5-(1-aminoisoquinolin-5-yl)-1-(1-(ethoxycarbonyl)pyrrolidin-3-yl)-1H-indazol-3-yl)methoxy)phenyl)acetic acid NC1=NC=CC2=C(C=CC=C12)C=1C=C2C(=NN(C2=CC1)C1CN(CC1)C(=O)OCC)COC1=C(C=CC=C1)CC(=O)O